2,4,6,8,22-stigmastpentaene CC[C@H](C=C[C@@H](C)[C@H]1CC[C@H]2C=3C=CC4=CC=CC[C@]4(C)C3CC[C@]12C)C(C)C